ClC=1C(=CC2=C(C3=CC=CC=C3N=C2C1)NC1CCN(CC1)C1CC1)OC 3-chloro-N-(1-cyclopropylpiperidin-4-yl)-2-methoxyacridin-9-amine